(-)-N-{2-[5-chloro-6-(4-fluorophenyl)-4-(2-hydroxypropan-2-yl)pyridin-2-yl]-2-cyclopropyl-2-hydroxyEthyl}-8-(cyclopropyloxy)-3-methylcinnoline-6-carboxamide ClC=1C(=CC(=NC1C1=CC=C(C=C1)F)C(CNC(=O)C=1C=C2C=C(N=NC2=C(C1)OC1CC1)C)(O)C1CC1)C(C)(C)O